COC[C@H](C(N[C@@H](CCOC1=CC=CC=C1)B1OC(C(O1)(C)C)(C)C)=O)NC(=O)C1=NC(=NC=C1)C(F)(F)F N-((R)-3-methoxy-1-oxo-1-(((R)-3-phenoxy-1-(4,4,5,5-tetramethyl-1,3,2-dioxaborolan-2-yl)propyl)amino)propan-2-yl)-2-(trifluoromethyl)pyrimidine-4-carboxamide